The molecule is the furanose form of D-ribose 5-phosphate. It derives from a D-ribofuranose. It is a conjugate acid of a D-ribofuranose 5-phosphate(2-). C([C@@H]1[C@H]([C@H](C(O1)O)O)O)OP(=O)(O)O